ClC1=CC=C(CN1C)C(CC#C[Si](C)(C)C)C1=C(C=CC(=C1)F)F 6-Chloro-3-(1-(2,5-difluorophenyl)-4-(trimethylsilyl)but-3-yn-1-yl)-1-methylpyridine